C1(CC1)C1=NC(=CC2=CC=CC=C12)C=1C=C2CN(C(C2=CC1)=O)C1C(NC(CC1)=O)=O 3-(5-(1-cyclopropylisoquinolin-3-yl)-1-oxoisoindolin-2-yl)piperidine-2,6-dione